N-methylbenzo[b]thiophen-5-amine CNC1=CC2=C(SC=C2)C=C1